CC1=CC=C(C=C1)CC(C)=O 1-(4-methylphenyl)-2-propanone